8-(3-Fluorobenzylsulfonyl)-1,3,7-trimethyl-1H-purine-2,6(3H,7H)-dione FC=1C=C(CS(=O)(=O)C2=NC=3N(C(N(C(C3N2C)=O)C)=O)C)C=CC1